(2-Ethyl-3-methyl-2H-pyrazolo[4,3-b]pyridine-5-yl)methanol C(C)N1N=C2C(N=C(C=C2)CO)=C1C